[Cl-].CC=1C(=C(C=CC1)[Zr](C1=CC=CC=C1)(C1=CC=CC=2C3=CC=CC=C3CC12)(C1=CC=CC=2C3=CC=CC=C3CC12)=[SiH2])C dimethylsilylenebis(fluorenyl)diphenyl-zirconium chloride